BrC=1C=C(C(=C(C1)NC1CC(N(C(C1)C)C(=O)OC(C)(C)C)C)C)C(=O)OC tert-Butyl 4-((5-bromo-3-(methoxycarbonyl)-2-methylphenyl)amino)-2,6-trans-dimethylpiperidine-1-carboxylate